C(C)N1CCC(CC1)C1=CC(=C(C=C1)NC(C1=CC(=C(C=C1)C)NC1=NC=CC(=N1)C=1C=NC=CC1)=O)C(F)(F)F N-[4-(1-Ethyl-piperidin-4-yl)-2-trifluoromethyl-phenyl]-4-methyl-3-(4-pyridin-3-yl-pyrimidin-2-ylamino)-benzamide